ClC=1C=C(NC2(CCC3(C(CC4=CC=CC=C34)CCCOC3=C4C(=NC=C3)CCC4C)CC2)C(=O)O)C=CC1 (1r,4r)-4-(3-chloroanilino)-2'-{3-[(5-methyl-6,7-dihydro-5H-cyclopenta[b]pyridin-4-yl)oxy]propyl}-2',3'-dihydrospiro[cyclohexane-1,1'-indene]-4-carboxylic acid